C(C=CC)C1C(C1C=1C(CCC1C)=O)(C)C 2-(3-(But-2-en-1-yl)-2,2-dimethylcyclopropyl)-3-methylcyclopent-2-en-1-one